PROPYL-METHYLSILANEDIOL C(CC)[Si](O)(O)C